[Fe].CC(CC(CC(C)=O)=O)C.CC(CC(CC(C)=O)=O)C.CC(CC(CC(C)=O)=O)C tris(6-methylheptane-2,4-dione) iron